2-(4-((2R,4s,6S)-2-cyano-7-((5-methoxy-7-methyl-1H-indol-4-yl)methyl)-7-azaspiro[3.5]nonan-6-yl)benzamido)-2-(tetrahydro-2H-pyran-4-yl)acetic acid C(#N)C1CC2(C1)C[C@H](N(CC2)CC2=C1C=CNC1=C(C=C2OC)C)C2=CC=C(C(=O)NC(C(=O)O)C1CCOCC1)C=C2